4-(1,4-dioxaspiro[4.5]-dec-7-en-8-yl)pyrimidin-2-amine O1CCOC12CC=C(CC2)C2=NC(=NC=C2)N